(6R,8aS)-6-[8-Amino-1-(4-{1-hydroxy-1-[3-(trifluoromethyl)phenyl]ethyl}-3-methoxyphenyl)-imidazo[1,5-a]pyrazin-3-yl]hexahydroindolizin-3(2H)-on NC=1C=2N(C=CN1)C(=NC2C2=CC(=C(C=C2)C(C)(C2=CC(=CC=C2)C(F)(F)F)O)OC)[C@H]2CN1C(CC[C@@H]1CC2)=O